tert-butyl N-cyclopropyl-N-[(3R)-1-[7-({8-fluoro-2-methylimidazo[1,2-a]pyridin-6-yl}carbamoyl)-2-methylindazol-4-yl]pyrrolidin-3-yl]carbamate C1(CC1)N(C(OC(C)(C)C)=O)[C@H]1CN(CC1)C=1C2=CN(N=C2C(=CC1)C(NC=1C=C(C=2N(C1)C=C(N2)C)F)=O)C